3-(trifluoromethoxy)o-hydroxybenzaldehyde FC(OC=1C(=C(C=O)C=CC1)O)(F)F